p-toluenesulfonyl-L-Lysine CC1=CC=C(C=C1)S(=O)(=O)N[C@@H](CCCCN)C(=O)O